S(=O)(=O)(ON1[C@@H]2CC[C@H](N(C1=O)C2)C(NC(=O)C=2SC=C(N2)N)=N)[O-].[Na+] Sodium (2S,5R)-2-(N-(4-aminothiazole-2-carbonyl) carbamimidoyl)-7-oxo-1,6-diazabicyclo[3.2.1]octan-6-yl sulfate